4-(1-phenylethyl)resorcinol C1(=CC=CC=C1)C(C)C1=C(C=C(O)C=C1)O